P(=O)(OC[N+]1=C(C(=CC=C1)C1=CC(=NO1)CC=1C=NC(=CC1)OCC=1SC=C(N1)C)N)(O)[O-] (2-amino-3-(3-((6-((4-methylthiazol-2-yl)methoxy)pyridin-3-yl)methyl)isoxazol-5-yl)pyridin-1-ium-1-yl)methyl hydrogen phosphate